13-(propylamino)-13-oxotridecylamide C(CC)NC(CCCCCCCCCCCC(=O)N)=O